N-((6-((3R,5S)-3,5-Dimethylpiperazin-1-yl)pyridin-2-yl)methyl)-5-(tetrahydrofuran-3-yl)-7H-pyrrolo[2,3-d]pyrimidin-4-amine C[C@@H]1CN(C[C@@H](N1)C)C1=CC=CC(=N1)CNC=1C2=C(N=CN1)NC=C2C2COCC2